6-amino-2-(3,5-dichloro-4-((5-cyclobutyl-6-oxo-1,6-dihydropyridin-3-yl)oxy)phenyl)-1,2,4-triazine NC1=CN=CN(N1)C1=CC(=C(C(=C1)Cl)OC1=CNC(C(=C1)C1CCC1)=O)Cl